methyl-[4,7-difluoro-2-(4-fluorophenyl)-1H-indol-3-yl] propionate C(CC)(=O)OC1=C(N(C2=C(C=CC(=C12)F)F)C)C1=CC=C(C=C1)F